NC1=NC=2C=CC(=CC2C2=C1[C@H](OC2)C)C(=O)N(CC=2N=NC(=CC2)C(F)(F)F)[C@H](COC)C (3R)-4-amino-N-((2S)-1-methoxy-2-propanyl)-3-methyl-N-((6-(trifluoromethyl)-3-pyridazinyl)methyl)-1,3-dihydrofuro[3,4-c]quinoline-8-carboxamide